ClC1=NC=C(C(=N1)NC1=C(C(=O)NC)C=CC=C1)F 2-((2-chloro-5-fluoropyrimidin-4-yl)amino)-N-methylbenzamide